2-phenyl-5(4H)-oxazolone C1(=CC=CC=C1)C=1OC(CN1)=O